3-(7-methoxy-2,3-dihydrobenzofuran-5-yl)-5-(4-chlorophenyl)isoxazole COC1=CC(=CC=2CCOC21)C2=NOC(=C2)C2=CC=C(C=C2)Cl